1-amino-3,3-difluoro-N-methylcyclobutane-1-carboxamide hydrochloride Cl.NC1(CC(C1)(F)F)C(=O)NC